N-[2-(4-acetylamino-6-fluoro-1H-indol-3-yl)ethyl]acetamide C(C)(=O)NC1=C2C(=CNC2=CC(=C1)F)CCNC(C)=O